C1(CC1)C=1C(=NC=C(C1)C1CC1)N1CCN(CC1)C(=O)C1=CC=C(C=C1)[C@]1(C(NC(N1)=O)=O)CC (S)-5-{4-[4-(3,5-dicyclopropylpyridin-2-yl)piperazine-1-carbonyl]phenyl}-5-ethylimidazolidine-2,4-dione